(3RS)-3-{6-[(3R)-3-methyl-4-(piperidin-4-ylmethyl)piperazin-1-yl]pyridin-3-yl}piperidine-2,6-dione C[C@@H]1CN(CCN1CC1CCNCC1)C1=CC=C(C=N1)[C@@H]1C(NC(CC1)=O)=O |&1:20|